C(C)OC(=O)C1=NN2C(N=C(C=C2Cl)CC2CCCCC2)=C1 7-chloro-5-(cyclohexylmethyl)pyrazolo[1,5-a]Pyrimidine-2-carboxylic acid ethyl ester